C1(=CC=C(C=C1)C1=NC(=NC(=N1)C1=CC=CC=C1)C1=C(C=CC=C1)C1=CC=2C3(C4=CC=CC=C4OC2C=C1)C1=CC=CC=C1C=1C=CC=CC13)C1=CC=CC=C1 2-([1,1'-biphenyl]-4-yl)-4-phenyl-6-(2-(spiro[fluorene-9,9'-xanthen]-2'-yl)phenyl)-1,3,5-triazine